2-(4-((4-(6-(2,4-dioxotetrahydropyrimidin-1(2H)-yl)-1-methyl-1H-indol-2-yl)piperidin-1-yl)methyl)cyclohexyl)-N-(imidazo[1,2-b]pyridazin-3-yl)-6-methoxy-2H-indazole-5-carboxamide O=C1N(CCC(N1)=O)C1=CC=C2C=C(N(C2=C1)C)C1CCN(CC1)CC1CCC(CC1)N1N=C2C=C(C(=CC2=C1)C(=O)NC1=CN=C2N1N=CC=C2)OC